CC1=NNC=2C1=NC(=CC2)C(=O)NN 3-methyl-1H-pyrazolo[4,3-b]pyridine-5-carbohydrazide